N-(3-(5-(2-acetamidopyridin-4-yl)-2-(methylthio)-1H-imidazol-4-yl)phenyl)-2-fluoro-6-((1-oxoisoindolin-2-yl)methyl)benzamide C(C)(=O)NC1=NC=CC(=C1)C1=C(N=C(N1)SC)C=1C=C(C=CC1)NC(C1=C(C=CC=C1CN1C(C2=CC=CC=C2C1)=O)F)=O